C(C)(C)(C)NS(=O)(=O)C=1C=C(C=CC1)NC(=O)C1=NC=C(N=C1C1=CC=C(C=C1)CC)NC(CO)(C)C N-(3-(N-(tert-butyl)sulfamoyl)phenyl)-3-(4-ethylphenyl)-5-((1-hydroxy-2-methylpropan-2-yl)amino)pyrazine-2-carboxamide